OC[C@@H]1CC[C@H]2COC(C(N21)=O)(C)C (6S,8aS)-6-(Hydroxymethyl)-3,3-dimethyltetrahydro-1H-pyrrolo[2,1-c][1,4]oxazin-4(3H)-one